ClC=1C=C(OCC(=O)N[C@@H](CO)CC)C=CC1C=1N(C2=NC=NC(=C2N1)OC1(CC1)C)CC1=NC=CC(=C1)C (R)-2-(3-chloro-4-(6-(1-methylcyclopropoxy)-9-((4-methylpyridin-2-yl)methyl)-9H-purin-8-yl)phenoxy)-N-(1-hydroxybutan-2-yl)acetamide